C1(=CC=CC=2C3=CC=CC=C3CC12)COC(=O)NCCO 2-(N-fluorenylmethoxycarbonyl-amino)ethanol